(5,7-diamino-6-hydroxy-7-oxoheptyl)carbamic acid benzylEster hydrochloride Cl.C(C1=CC=CC=C1)OC(NCCCCC(C(C(=O)N)O)N)=O